BrC=1C(=NC(=NC1)NC=1C(=NN(C1)C1CCN(CC1)C(C)C)C)NCCCN1C(OCCC1)=O 3-(3-((5-bromo-2-((1-(1-isopropylpiperidin-4-yl)-3-methyl-1H-pyrazol-4-yl)amino)pyrimidin-4-yl)amino)propyl)-1,3-oxazinan-2-one